[I-].[I-].C(C)[SiH](CC)[Zr+2](C1C=CC=C1)C1C=CC=C1 diethylsilyl-bis(cyclopentadienyl)zirconium diiodide